2,5-bis(propan-2-yl)thiophen-3-amine hydrochloride Cl.CC(C)C=1SC(=CC1N)C(C)C